NC(S(=O)(=O)NC)C1=CC=CC(=C1)OC amino-5-methoxyphenyl-N-Methylmethanesulfonamide